3-({5-[5-(difluoromethyl)-1,3,4-oxadiazol-2-yl]-1,3-thiazol-2-yl}methyl)-1H-pyrrolo[2,3-c]pyridin-2-ol FC(C1=NN=C(O1)C1=CN=C(S1)CC1=C(NC2=CN=CC=C21)O)F